C([C@H]([C@H]([C@@H](C(=O)CO)O)O)O)O (-)-Fructose